CC(C(C(=O)N)N(C([C@H](C)NC)=O)C)C 3-methyl-2-((S)-N-methyl-2-(methylamino)propionamido)butanamide